IC1=C(NC2=C1C(NCC2)=O)C2=NC(=NC=C2)C=2N=NN(C2)C 3-iodo-2-[2-(1-methyl-1,2,3-triazol-4-yl)pyrimidin-4-yl]-1H,5H,6H,7H-pyrrolo[3,2-c]Pyridin-4-one